SC(CCCCC(=O)O)CCSC(C1=CC=CC=C1)(C1=CC=CC=C1)C1=CC=CC=C1 6-mercapto-8-(tritylthio)octanoic acid